2,3,5-trimethyl-oxazine CN1OC=C(C=C1C)C